ClC1=C(C(=O)N2COC3=C(C2)C=CC=C3C3=CC(=C(C(=O)O)C=C3F)N3CCOCC3)C(=CC(=C1)N1CC3(CC1)CCOCC3)Cl 4-[3-[2,6-Dichloro-4-(8-oxa-2-azaspiro[4.5]decan-2-yl)benzoyl]-2,4-dihydro-1,3-benzoxazin-8-yl]-5-fluoro-2-morpholin-4-ylbenzoic acid